(4-Chlorophenyl)(2,6-dichloro-4-((7-(((tetrahydrofuran-2-yl)methyl)amino)-3H-[1,2,3]triazolo[4,5-d]pyrimidin-3-yl)methyl)phenyl)methanone ClC1=CC=C(C=C1)C(=O)C1=C(C=C(C=C1Cl)CN1N=NC2=C1N=CN=C2NCC2OCCC2)Cl